NC=1C2=C(N=CN1)C(=CS2)C(=O)NC2=C1C=CN=C(C1=CC=C2C)Cl 4-amino-N-(1-chloro-6-methylisoquinolin-5-yl)thieno[3,2-d]pyrimidine-7-carboxamide